(3S,4aS,8aS)-2-[(R)-3-(4-methoxycarbonylbenzylamino)-2-hydroxypropyl]decahydroisoquinoline COC(=O)C1=CC=C(CNC[C@H](CN2C[C@H]3CCCC[C@H]3CC2)O)C=C1